C(#N)C1=C(C=CC(=C1)N(S(=O)(=O)CCC)CC1=CC=NN1C)N1CCN(CC1)C(=O)OCC Ethyl 4-(2-cyano-4-(N-((1-methyl-1H-pyrazol-5-yl)methyl)propanesulfonamido)phenyl)piperazin-1-formate